oxaAn O1CCCCC1